FC1=C2C(=CN=C1N1CCC(CC1)NC1(COC1)C)NC(=C2C(C)C)C=2C=C(C=1N(C2)N=CN1)C 1-(4-fluoro-3-isopropyl-2-(8-methyl-[1,2,4]triazolo[1,5-a]pyridin-6-yl)-1H-pyrrolo[2,3-c]pyridin-5-yl)-N-(3-methyloxetan-3-yl)piperidin-4-amine